NC(=NS(=O)(=O)C1=CC=C(C=C1)NC(C)=O)C1=CC=CC=C1 N-[amino(phenyl)methylene]-4-(acetamido)benzenesulfonamide